C1CCC2CCCC=C12 2,3,3a,4,5,6-hexahydro-1H-indene